carbamic acid (4-nitrophenyl) ester [N+](=O)([O-])C1=CC=C(C=C1)OC(N)=O